10-(5-chloro-3-fluoropyridin-2-yl)-7-(4-(difluoromethyl)benzyl)-2-oxa-7,10-diazadispiro[3.1.56.14]dodecane-8,11-dione ClC=1C=C(C(=NC1)N1CC(N(C2(CC3(COC3)C2)C1=O)CC1=CC=C(C=C1)C(F)F)=O)F